IC1=NN(C=C1)C1=CC=C(C=C1)C(F)(F)F 3-iodo-1-[4-(trifluoromethyl)phenyl]pyrazole